9-(tert-butyl) 5-ethyl (8R)-8-methyl-4-oxo-1-oxa-9-azaspiro[5.5]undecane-5,9-dicarboxylate C[C@@H]1CC2(C(C(CCO2)=O)C(=O)OCC)CCN1C(=O)OC(C)(C)C